NC1=C(C=C(C=C1)C1=NNC(=C1C(=O)N)NC1=NC=CN=C1)OCC1=NC=C(C=C1)F 3-{4-amino-3-[(5-fluoropyridin-2-yl)methoxy]phenyl}-5-[(pyrazin-2-yl)amino]-1H-pyrazole-4-carboxamide